CC1=NOC(=C1C1=CC=C2C=3N([C@H](COC31)C3=NC=CC=C3)C(=N2)N2C[C@@H](CC2)NS(=O)(=O)CC)C N-{(3R)-1-[(4S)-7-(3,5-dimethylisoxazol-4-yl)-4-pyridin-2-yl-4,5-dihydroimidazo[1,5,4-de][1,4]benzoxazin-2-yl]pyrrolidin-3-yl}ethanesulfonamide